ClCC(=O)C1(CC1)Cl 2-chloro-1-(1-chlorocyclopropyl)-ethanone